OC1=CC=C(C=C1)N1C(S[C@@H](C1=O)CC(=O)[O-])=O 2-[(5R)-3-(4-hydroxyphenyl)-2,4-dioxo-1,3-thiazolidin-5-yl]acetate